C(=C)OCC#N 2-(vinyloxy)ethanenitrile